(R)-N-(7-(4-amino-1-(piperidin-3-yl)-1H-pyrazolo[3,4-d]pyrimidin-3-yl)benzo[d][1,3]dioxol-4-yl)pyridine-2-carboxamide NC1=C2C(=NC=N1)N(N=C2C2=CC=C(C1=C2OCO1)NC(=O)C1=NC=CC=C1)[C@H]1CNCCC1